C(C)(C)(C)OC(NS(N(CC1=CC=C(C=C1)C1=NNC(C2=CC=CC=C12)=O)C)(=O)=O)=O (N-methyl-N-(4-(4-oxo-3,4-dihydrophthalazin-1-yl)benzyl)sulfamoyl)carbamic acid tert-butyl ester